(S)-2-amino-3-(3-fluoro-4-hydroxyphenyl)propionic acid methyl ester COC([C@H](CC1=CC(=C(C=C1)O)F)N)=O